C(C)(C)(C)OC(=O)N1[C@H]2[C@H](N(C[C@@H]1CC2)CC2=CC=CC=C2)CCO (1R,2R,5S)-3-benzyl-2-(2-hydroxyethyl)-3,8-diazabicyclo[3.2.1]octane-8-carboxylic acid tert-butyl ester